C(C)(C)(C)OC(=O)N1CCC(=CC1)C1=NC=2N(C(=C1)N(CC1=CC(=CC=C1)NC(C(=C)C)=O)C(=O)OC(C)(C)C)N=CC2C(C)C 4-(7-((tert-butoxycarbonyl)(3-Methacrylamidobenzyl)amino)-3-isopropylpyrazolo[1,5-a]pyrimidin-5-yl)-3,6-dihydropyridine-1(2H)-carboxylic acid tert-butyl Ester